CC(C)[C@@H](C(=O)ONC(=O)OC(C)(C)C)CC(=O)C1=CC2=C(S1)C=C(C(=C2F)OCOCC[Si](C)(C)C)OC (S)-1-((tert-butoxycarbonyl) amino) propan-2-yl-4-(4-fluoro-6-methoxy-5-((2-(trimethylsilyl) ethoxy) methoxy) benzo[b]thiophen-2-yl)-4-oxobutanoate